(E)-N-(2,6-diisopropylphenyl)iminoacetyl chloride C(C)(C)C1=C(C(=CC=C1)C(C)C)\N=C\C(=O)Cl